BrC1=NC(=C(C2=C1CCC2)Br)C(CC2=CC(=CC(=C2)F)F)NS(=O)C(C)(C)C N-(1-(1,4-dibromo-6,7-dihydro-5H-cyclopenta[c]pyridin-3-yl)-2-(3,5-difluorophenyl)ethyl)-2-methylpropane-2-sulfinamide